Methoxy(methyl)amine hydrochloride Cl.CONC